ethyl ((((2R,3S,4R,5R)-5-(4-aminopyrrolo[2,1-f][1,2,4]triazin-7-yl)-5-cyano-3,4-dihydroxytetrahydrofuran-2-yl)methoxy)(4-(tert-butyl)phenoxy)phosphoryl)-L-alaninate NC1=NC=NN2C1=CC=C2[C@]2([C@@H]([C@@H]([C@H](O2)COP(=O)(OC2=CC=C(C=C2)C(C)(C)C)N[C@@H](C)C(=O)OCC)O)O)C#N